N-((2R)-1-(4-(3-chlorophenyl)-2-methyl-1,3-dioxo-2,8-diazaspiro[4.5]decan-8-yl)-3-methyl-1-oxobutan-2-yl)-2-fluoro-5-(trifluoromethyl)benzamide ClC=1C=C(C=CC1)C1C(N(C(C12CCN(CC2)C([C@@H](C(C)C)NC(C2=C(C=CC(=C2)C(F)(F)F)F)=O)=O)=O)C)=O